Methyl 3-(3-(4-(hydroxymethyl)-2-methylphenoxy)azetidin-1-yl)-2-(1H-pyrrol-1-yl)benzoate OCC1=CC(=C(OC2CN(C2)C=2C(=C(C(=O)OC)C=CC2)N2C=CC=C2)C=C1)C